1,2,5-oxadiazol O1N=CC=N1